C(C)[N+]1=CC=C(C=C1)C1=CC=[N+](C=C1)CC N,N'-diethyl-4,4'-bipyridinium